butyl 3-(5-chloro-1,2,4-thiadiazol-3-yl)-2-acetamidopropanoate ClC1=NC(=NS1)CC(C(=O)OCCCC)NC(C)=O